ClC1=CC=CC2=C1NC(=N2)CNC2=NC(=NC=1N2N=CC1C=1C=NN(C1)C(F)F)N1CCOCC1 N-((7-chloro-1H-benzo[d]imidazol-2-yl)methyl)-8-(1-(difluoromethyl)-1H-pyrazol-4-yl)-2-morpholinopyrazolo[1,5-a][1,3,5]triazin-4-amine